C(C)N1C(C(=NC2=CC=CC=C12)C=1SC=CC1)=S 1-ethyl-3-(2-thienyl)-1,2-dihydroquinoxaline-2-thione